6-Ethyl-N-(2-furanylmethyl)-1,4-dihydro-1-methyl-2,4-dioxo-5-propoxypyrido[2,3-d]pyrimidine-3(2H)-acetamide C(C)C1=C(C2=C(N(C(N(C2=O)CC(=O)NCC=2OC=CC2)=O)C)N=C1)OCCC